CN(C(CNC(C(=C)C)=O)C)C N-(2-dimethylaminopropyl)methacrylamide